N-((2S)-1-((1-(8-acetyl-2-oxo-1,8-diazaspiro[4.5]decan-3-yl)-3-oxopropan-2-yl)amino)-3-cyclohexyl-1-oxopropan-2-yl)-5-chloro-1H-indole-2-carboxamide C(C)(=O)N1CCC2(CC(C(N2)=O)CC(C=O)NC([C@H](CC2CCCCC2)NC(=O)C=2NC3=CC=C(C=C3C2)Cl)=O)CC1